ClC(=O)N1C(C(N(CC1)CC1(CC1)NC(OC(C)(C)C)=O)=O)=O tert-butyl (1-((4-(chlorocarbonyl)-2,3-dioxopiperazin-1-yl)methyl)cyclopropyl)carbamate